(S)-3-(pyrrolidin-2-ylmethoxy)-5-((4-(thieno[3,2-b]pyridin-7-yloxy)piperidin-1-yl)methyl)isoxazole trihydrochloride Cl.Cl.Cl.N1[C@@H](CCC1)COC1=NOC(=C1)CN1CCC(CC1)OC1=C2C(=NC=C1)C=CS2